7-methyl-2,3-dioxo-1,4-dihydroquinoxaline-6-sulfonamide CC1=C(C=C2NC(C(NC2=C1)=O)=O)S(=O)(=O)N